[Br-].O(C1=CC=CC=C1)P(C(C)C)OC1=CC=CC=C1 diphenoxyisopropyl-phosphine bromide